3-(5,6-dimethyl-1H-benzo[d]imidazol-2-yl)-9-ethyl-9H-carbazole CC1=CC2=C(NC(=N2)C=2C=CC=3N(C4=CC=CC=C4C3C2)CC)C=C1C